C(=CC1=CC=CC=C1)OP(=O)(O)O.OCC1=C2C=CN(C2=C(C=C1C)C)C(=O)OC(C)(C)C tert-butyl [4-(hydroxymethyl)-5,7-dimethylindol-1-yl]carboxylate styrenyl-phosphate